2-(6-(((1S,4S,5S,6S)-6-fluoro-1,2,4-trimethyl-2-azabicyclo[2.2.1]heptan-5-yl)oxy)pyridazin-3-yl)-5-(2-methoxypyridin-4-yl)phenol F[C@@H]1[C@H]([C@@]2(CN([C@]1(C2)C)C)C)OC2=CC=C(N=N2)C2=C(C=C(C=C2)C2=CC(=NC=C2)OC)O